3-(1,2,3-triazol-2-yl)picolinamide N=1N(N=CC1)C=1C(=NC=CC1)C(=O)N